CC1(OB(OC1(C)C)C1=C(C=2C=CC=NC2C=C1)N)C 6-(4,4,5,5-tetramethyl-1,3,2-dioxaborolan-2-yl)quinolin-5-amine